ClC=1C(=C(C(=C(C1[2H])[2H])[2H])C1=C(C2=C(SC3=C2C(=C(C(=C3[2H])[2H])[2H])[2H])C(=C1[2H])[2H])[2H])[2H] 2-(3-chlorophenyl-2,4,5,6-d4)dibenzo[b,d]thiophene-1,3,4,6,7,8,9-d7